3-amino-3-(4-chloro-3-fluoro-phenyl)pyrrolidine-1-carboxylic acid benzyl ester C(C1=CC=CC=C1)OC(=O)N1CC(CC1)(C1=CC(=C(C=C1)Cl)F)N